CN(C(C)=O)[C@@H]1C(=NN(C1)C(=O)N[C@@H](C)C=1C=NC(=CC1)C(F)(F)F)C1=CC=C(C=C1)C (S)-4-(N-methylacetamido)-3-(4-methylphenyl)-N-((S)-1-(6-(trifluoromethyl)pyridin-3-yl)ethyl)-4,5-dihydro-1H-pyrazole-1-carboxamide